ethyl 4,5-dimethyl-5-(trifluoromethyl)-3-((trifluoromethylsulfonyl) oxy)-4,5-dihydrofuran-2-carboxylate CC1C(=C(OC1(C(F)(F)F)C)C(=O)OCC)OS(=O)(=O)C(F)(F)F